1-((2-Methyl-1-((2-(trimethylsilyl)ethoxy)methyl)-1H-imidazol-4-yl)methyl)-7-(trifluoromethyl)quinazoline-2,4(1H,3H)-dione CC=1N(C=C(N1)CN1C(NC(C2=CC=C(C=C12)C(F)(F)F)=O)=O)COCC[Si](C)(C)C